N-[2-amino-5-(2,4-difluorophenyl)phenyl]-4-(methylsulfonimidoyl)benzamide NC1=C(C=C(C=C1)C1=C(C=C(C=C1)F)F)NC(C1=CC=C(C=C1)S(=O)(=N)C)=O